N(=[N+]=[N-])C1C[C@@H](N(C1)C(=O)OC(C)(C)C)C#N tert-butyl (2R)-4-azido-2-cyanopyrrolidine-1-carboxylate